5-chloro-6-[(4S)-7-chloro-1,4-dimethyl-8-(trifluoromethyl)-4H-[1,2,4]triazolo[4,3-a][1,4]benzodiazepine-6-Yl]pyridin-2-ol ClC=1C=CC(=NC1C1=N[C@H](C=2N(C3=C1C(=C(C=C3)C(F)(F)F)Cl)C(=NN2)C)C)O